2-(2-(4-azidobutoxy)ethoxy)ethan-1-amine N(=[N+]=[N-])CCCCOCCOCCN